Piperazinylamide N1(CCNCC1)[NH-]